1-octyl-2,3-dimethyl-imidazole bis(trifluoromethanesulfonyl)imide salt [N-](S(=O)(=O)C(F)(F)F)S(=O)(=O)C(F)(F)F.C(CCCCCCC)N1C(N(C=C1)C)C